NC1=NC(=NC2=NC=C(N=C12)COP(=O)(OCC)OCC)NC([C@H](CC(C)C)O[C@@H]1O[C@@H]([C@H]([C@@H]([C@H]1OCC=C)OCC=C)OCC=C)COCC=C)=O N-{4-Amino-6-[(diethoxyphosphoryloxy)methyl]-2-pteridinyl}(S)-2-{(2S,3R,4S,5R,6R)-3,4,5-tris(allyloxy)-6-[(allyloxy)methyl]tetrahydro-2H-pyran-2-yloxy}-4-methylvaleramide